CC1=NN(C(=C1)C)C=1N=NC(=NN1)N1N=C(C=C1C)C 3,6-bis(3,5-dimethyl-1-pyrazolyl)-1,2,4,5-tetrazine